COCCOC1=C(C=C(C=N1)N1CCN(CC1)CCN(C1=CC=2N(C(=N1)N)N=C(N2)C=2OC=CN2)C)C(F)(F)F N7-(2-{4-[6-(2-Methoxyethoxy)-5-(trifluoromethyl)pyridin-3-yl]piperazin-1-yl}ethyl)-N7-methyl-2-(1,3-oxazol-2-yl)[1,2,4]triazolo[1,5-c]pyrimidine-5,7-diamine